(1-phenyl-2-isobutoxyethyl) ethyl carbonate C(OC(COCC(C)C)C1=CC=CC=C1)(OCC)=O